C(C)(C)(C)OC(NC(CC1=CC(=CC(=C1)F)F)C1=C(C=C2C(=N1)N=C(S2)C)Br)=O tert-butyl(1-(6-bromo-2-methylthiazolo[4,5-b]pyridin-5-yl)-2-(3,5-difluorophenyl)ethyl)carbamate